C(#N)C=1C=C(OC2CCN(CC2)C2=C(C=C(N=N2)C(=O)NC2CC3=CC=CC=C3CC2)C)C=CC1 6-[4-(3-cyanophenoxy)piperidin-1-yl]-5-methyl-N-(1,2,3,4-tetrahydronaphthalen-2-yl)pyridazine-3-carboxamide